3-[(R)-[6-fluoro-5-(N-hydroxycarbamimidoyl)-pyridin-3-yl]-hydroxy-(4-isopropyl-phenyl)-methyl]-3-methyl-azetidine-1-carboxylic acid tert-butyl ester C(C)(C)(C)OC(=O)N1CC(C1)(C)[C@@](C1=CC=C(C=C1)C(C)C)(O)C=1C=NC(=C(C1)C(NO)=N)F